C(C)(=O)N1C(C(C2=CC(=CC=C12)[N+](=O)[O-])=C(OC)C1=CC=C(C=C1)Cl)=O 1-acetyl-3-((4-chlorophenyl)(methoxy)methylene)-5-nitroindol-2-one